CN1CCC(CC1)OC1=CN=CC(=N1)NC1=NNC(=C1)C(C(F)(F)F)C 6-((1-Methylpiperidin-4-yl)oxy)-N-(5-(1,1,1-trifluoropropan-2-yl)-1H-pyrazol-3-yl)pyrazin-2-amine